hexahydroindolo[4,3-fg]quinoline C1CCC2NCC=3C2=C1C=1C=CC=NC1C3